(S)-3-(2-bromophenyl)-2-((R)-1-(tert-butoxycarbonyl)pyrrolidin-3-yl)propanoic acid BrC1=C(C=CC=C1)C[C@H](C(=O)O)[C@@H]1CN(CC1)C(=O)OC(C)(C)C